FC1(CN(C1)C1CCN(CC1)C([C@@H](CO)NC(=O)NC=1N=C(SC1)C#C)=O)F (R)-1-(1-(4-(3,3-difluoroazetidin-1-yl)piperidin-1-yl)-3-hydroxy-1-oxopropan-2-yl)-3-(2-ethynyl-thiazol-4-yl)urea